C1(=CC=CC=C1)C1=NOC(=N1)C=1SC=CC1 3-phenyl-5-(thiophen-2-yl)-[1,2,4]oxadiazole